FC1=CC(=NC=C1OC)C(=O)N1C[C@@H](OCC1)C(=O)C=1SC(=CN1)C1=NC=CC=C1F 4-fluoro-5-methoxy-pyridin-2-yl(2-(R)-(5-(3-fluoropyridin-2-yl)thiazol-2-carbonyl)-morpholin-4-yl)methanone